N-{2,3-difluoro-4-[methyl(propan-2-yl)amino]benzene-1-sulfonyl}-4-fluoro-6-(3-fluoroazetidin-1-yl)-1-benzofuran-2-carboxamide FC1=C(C=CC(=C1F)N(C(C)C)C)S(=O)(=O)NC(=O)C=1OC2=C(C1)C(=CC(=C2)N2CC(C2)F)F